isooctyl 3-((1-phenylethyl)thio)propanoate C1(=CC=CC=C1)C(C)SCCC(=O)OCCCCCC(C)C